Cl.NC[C@H](N)C(=O)O 3-AMINO-L-ALANINE HYDROCHLORIDE